C(C)(C)(C)OC(CCCCCOC(C(CBr)CBr)=O)=O 6-(3-bromo-2-bromomethyl-propionyloxy)-hexanoic acid tert-butyl ester